5,7-dihydroxychromanone C1CC(=O)OC2=CC(=CC(=C21)O)O